C(CCCCC)OCCNCC N-(2-hexyloxyethyl)ethylamine